(6-cyclopropyl-2-(((4-methoxy-2-((1S*,2S*)-2-(4-methylpyrimidin-2-yl)cyclopropyl)quinolin-7-yl)amino)methyl)imidazo[1,2-a]pyridin-8-yl)-3-methylimidazolidine-2,4-dione C1(CC1)C=1C=C(C=2N(C1)C=C(N2)CNC2=CC=C1C(=CC(=NC1=C2)[C@@H]2[C@H](C2)C2=NC=CC(=N2)C)OC)N2C(N(C(C2)=O)C)=O |o1:24,25|